ClC1=NC=C(C(=N1)C=1C=C(C2=C(N(CCO2)C(C)C)C1)F)F 6-(2-chloro-5-fluoro-pyrimidin-4-yl)-8-fluoro-4-isopropyl-2,3-dihydro-1,4-benzoxazine